FC1=C(C=C(C=N1)C(C)N1N=CC(=C1)C(=O)OCC)C ethyl 1-(1-(6-fluoro-5-methylpyridin-3-yl)ethyl)-1H-pyrazole-4-carboxylate